p-tert-butyldihydrocinnamaldehyde C(C)(C)(C)C1=CC=C(CCC=O)C=C1